L-1-butyl-3-methylimidazole chloride [Cl-].C(CCC)N1CN(C=C1)C